C(C)S(=O)(=O)C1=C(C=CC(=C1)C(F)(F)F)C=1N(C(=CN1)CO)C (2-(2-(ethylsulfonyl)-4-(trifluoromethyl)phenyl)-1-methyl-1H-imidazol-5-yl)methanol